O=C1NC(CCC1N1C(C2=CC(=C(C=C2C1=O)N1CC(C1)C(=O)O)F)=O)=O [2-(2,6-dioxopiperidin-3-yl)-6-fluoro-1,3-dioxoisoindolin-5-yl]azetidine-3-carboxylic acid